ClC1=CC(=CC(=N1)NCC1=CC=C(C=C1)OC)N1CCN(CC1)S(=O)(=O)C 6-chloro-N-(4-methoxybenzyl)-4-(4-(methylsulfonyl)piperazin-1-yl)pyridin-2-amine